N1(N=CC=C1)CC1=C(C=C(C(=O)NS(=O)(=O)C2=C(C=CC=C2OC)OC)C=C1)C 4-((1H-pyrazol-1-yl)methyl)-N-((2,6-dimethoxyphenyl)sulfonyl)-3-methylbenzamide